dichloro-N-methyl-[2,4'-bipyridine] ClC=1C(=C(N(CC1)C)C1=CC=NC=C1)Cl